ClC=1C=C(CN2C(\C(\C3=CC(=CC=C23)[N+](=O)[O-])=C/C=2NC(=CC2C)C)=O)C=CC1 (Z)-1-(3-chlorobenzyl)-3-((3,5-dimethyl-1H-pyrrol-2-yl)methylene)-5-nitro-2-indolone